2-(Dicyclohexylphosphino)3,6-dimethoxy-2',4',6'-triisopropyl-1,1-biphenyl C1(CCCCC1)P(C1=C(C(=CC=C1OC)OC)C1=C(C=C(C=C1C(C)C)C(C)C)C(C)C)C1CCCCC1